1,2-diamino-3-(methoxycarbonyl)pyridin-1-ium N[N+]1=C(C(=CC=C1)C(=O)OC)N